(R)-2-Allyl-2-methylcyclohexan-1-one C(C=C)[C@@]1(C(CCCC1)=O)C